4-methoxy-2,4-dimethyltetrahydro-2H-pyran-3-yl benzoate C(C1=CC=CC=C1)(=O)OC1C(OCCC1(C)OC)C